(5-(4-methoxyphenyl)-1H-pyrrolo[3,2-b]pyridin-2-yl)(piperidin-1-yl)methanone COC1=CC=C(C=C1)C1=CC=C2C(=N1)C=C(N2)C(=O)N2CCCCC2